3,5-dichloro-4-((1-((2,4-dimethyl-6-oxo-1,6-dihydropyrimidin-5-yl)methyl)-6-oxo-4-(1,1,2,2-tetrafluoroethyl)-1,6-dihydropyrimidin-5-yl)oxy)benzonitrile ClC=1C=C(C#N)C=C(C1OC1=C(N=CN(C1=O)CC1=C(N=C(NC1=O)C)C)C(C(F)F)(F)F)Cl